FC(C1CC(CCC1)C(=O)NC=1SC2=C(N1)C=CC(=C2)C(F)(F)F)(F)F 3-(trifluoromethyl)-N-[6-(trifluoromethyl)-1,3-benzothiazol-2-yl]cyclohexane-1-carboxamide